N-(5-(4-fluorophenoxy)pyridin-2-yl)-2-((S)-3-methylpiperazin-1-yl)propanamide FC1=CC=C(OC=2C=CC(=NC2)NC(C(C)N2C[C@@H](NCC2)C)=O)C=C1